N1N=CC2=CC(=CC=C12)\C(=C(/CC(C)C)\C1=CC=CC=C1)\C1=CC=C(C=C1)C=CC(=O)O 3-(4-((E)-1-(1H-indazol-5-yl)-4-methyl-2-phenylpent-1-en-1-yl)phenyl)acrylic acid